ClC=1C=C2C(=NC1OC)C(=C(N2C)C2=NNC(=N2)CN(C)C)N2C=NC=C2 1-(3-(6-chloro-3-(1H-imidazol-1-yl)-5-methoxy-1-methyl-1H-pyrrolo[3,2-b]pyridin-2-yl)-1H-1,2,4-triazol-5-yl)-N,N-dimethylmethanamine